C1(CC1)C(=O)C1=CNC2=NC=CC(=C21)NC2CCN(CC2)C(C=C)=O 1-(4-((3-(cyclopropanecarbonyl)-1H-pyrrolo[2,3-b]pyridin-4-yl)amino)piperidin-1-yl)prop-2-en-1-one